C1(=C(C(=C(C(=C1Br)Br)Cl)Br)Br)OC2=C(C(=C(C(=C2Br)Br)Br)Br)Br 2,2',3,3',4,5,5',6,6'-Nonabromo-4'-chlorodiphenyl ether